C12CC(CC(N1)C2)C2=C1C(N(C(C1=CC=C2F)=O)C2C(NC(CC2)=O)=O)=O 4-(6-azabicyclo[3.1.1]heptan-3-yl)-2-(2,6-dioxopiperidin-3-yl)-5-fluoroisoindoline-1,3-dione